N1C=C(C2=CC=CC=C12)C[C@@H](C=1OC(=NN1)C)NC(OC(C)(C)C)=O tert-butyl (S)-(2-(1H-indol-3-yl)-1-(5-methyl-1,3,4-oxadiazol-2-yl)ethyl)carbamate